tert-butyl (3aR,6aR)-5-((4,6-dimethyl-2-(trifluoromethyl)pyrimidin-5-yl)sulfonyl)hexahydropyrrolo[3,4-c]pyrrole-2(1H)-carboxylate CC1=NC(=NC(=C1S(=O)(=O)N1C[C@@H]2[C@@H](C1)CN(C2)C(=O)OC(C)(C)C)C)C(F)(F)F